N1=CN=C(C2=C1NC=C2)NCCC2=CC=C(C=C2)NS(=O)(=O)C N-(4-(2-((7H-Pyrrolo[2,3-d]pyrimidin-4-yl)amino)ethyl)phenyl)methansulfonamid